(S)-TERTBUTYL 6'-CHLORO-5-(((1R,2R)-2-(HYDROXYMETHYL)CYCLOBUTYL)METHYL)-3',4,4',5-TETRAHYDRO-2H,2'H-SPIRO[BENZO[B][1,4]OXAZEPINE-3,1'-NAPHTHALENE]-7-CARBOXYLATE ClC=1C=C2CCC[C@]3(C2=CC1)CN(C1=C(OC3)C=CC(=C1)C(=O)OC(C)(C)C)C[C@H]1[C@@H](CC1)CO